1-((3R,5R,8S,9S,10R,13S,14S,17S)-10-Fluoro-3-hydroxy-3,13-dimethylhexadecahydro-1H-cyclopenta[a]phenanthren-17-yl)-2-(1H-1,2,3-triazol-1-yl)ethan-1-one F[C@]12[C@H]3CC[C@@]4([C@H](CC[C@H]4[C@@H]3CC[C@@H]2C[C@](CC1)(C)O)C(CN1N=NC=C1)=O)C